2-(6,7-dimethoxy-1,5-naphthyridin-4-yl)-3-[(3-fluoro-2-methoxyphenyl)amino]-1H,5H,6H,7H-pyrrolo[3,2-c]pyridin-4-one COC=1N=C2C(=CC=NC2=CC1OC)C1=C(C=2C(NCCC2N1)=O)NC1=C(C(=CC=C1)F)OC